(S)-1-prolyl-4-((4-(trifluoromethyl)piperidin-1-yl)methyl)piperidine Tert-butyl-(S)-2-(4-((4-(trifluoromethyl)piperidin-1-yl)methyl)piperidin-1-carbonyl)pyrrolidin-1-carboxylate C(C)(C)(C)OC(=O)N1[C@@H](CCC1)C(=O)N1CCC(CC1)CN1CCC(CC1)C(F)(F)F.N1[C@@H](CCC1)C(=O)N1CCC(CC1)CN1CCC(CC1)C(F)(F)F